COC1=CC=C(CN(S(=O)(=O)C2(CC2)COC=2C=C(N=C3C=C(C(N(C23)C)=O)C(=O)NCC2=CC=C(C=C2)C#N)Cl)CC2=CC=C(C=C2)OC)C=C1 8-((1-(N,N-bis(4-methoxybenzyl)sulfamoyl)cyclopropyl)methoxy)-6-chloro-N-(4-cyanobenzyl)-1-methyl-2-oxo-1,2-dihydro-1,5-naphthyridine-3-carboxamide